C1(CCCC1)C1=NNC=C1 CYCLOPENTYLPYRAZOL